ClC1=CC(=C(CN2CCCC23CCN(CC3)C(=O)OC(C(F)(F)F)C(F)(F)F)C=C1)OC 1,1,1,3,3,3-hexafluoropropan-2-yl 1-(4-chloro-2-methoxybenzyl)-1,8-diazaspiro[4.5]decane-8-carboxylate